CC1(CCCCC1)NC1=C(C=CC=C1)[N+](=O)[O-] N-(1-methylcyclohexyl)-2-nitroaniline